BrC=1C=C(C=CC1)C1(CCC1)C1=NN=CN1C 3-(1-(3-bromophenyl)cyclobutyl)-4-methyl-4H-1,2,4-triazole